Bromine chloropropane ClCCC.[Br]